COC1=C(C(=C(C=C1)C1=CC=C(C=C1)C1CCC(CC1)C=O)F)F 4-(4'-methoxy-2',3'-difluoro-[1,1'-biphenyl]-4-yl)cyclohexane-1-carbaldehyde